ClC1=C(C(=O)P(C2=CC3=CC=CC=C3C=C2)(C(C2=C(C=CC=C2Cl)Cl)=O)=O)C(=CC=C1)Cl Bis(2,6-dichloro-benzoyl)-2-naphthylphosphin oxid